methyl-isethionate COS(=O)(=O)CCO